2-(4-((2,5-Dioxo-3-(3-(trifluoromethyl)phenyl)imidazolin-1-yl)methyl)-2,6-dimethylphenoxy)-2-methylpropionic Acid O=C1N(C(CN1C1=CC(=CC=C1)C(F)(F)F)=O)CC1=CC(=C(OC(C(=O)O)(C)C)C(=C1)C)C